C1(CCCCC1)C1=CC=C(C=C1)C=1NC=2N(C(C1)=O)N=C(C2C(=O)N2CC(C2)CF)C=2N=CN(C2)C 5-(4-cyclohexylphenyl)-3-(3-(fluoromethyl)azetidine-1-carbonyl)-2-(1-methyl-1H-imidazol-4-yl)pyrazolo[1,5-a]pyrimidin-7(4H)-one